rac-ethyl 4-(((3aR,5R,7aS)-1-(tert-butoxycarbonyl)octahydro-1H-indol-5-yl)oxy)-2-methylthiazole-5-carboxylate C(C)(C)(C)OC(=O)N1CC[C@@H]2C[C@@H](CC[C@H]12)OC=1N=C(SC1C(=O)OCC)C |r|